CS(=O)(=O)OC[C@H](CC=1C=NC(=CC1)C(F)(F)F)C (S)-2-Methyl-3-(6-(trifluoromethyl)pyridin-3-yl)propyl methanesulfonate